N-(4-cyclobutyl-5-(4-fluorophenyl)-1-(2,2,2-trifluoroethyl)-1H-pyrazol-3-yl)-1-(trifluoromethyl)cyclopropane-1-carboxamide C1(CCC1)C=1C(=NN(C1C1=CC=C(C=C1)F)CC(F)(F)F)NC(=O)C1(CC1)C(F)(F)F